(R)-2-(7-(4-azaspiro[2.5]octan-6-yl)-6,7-dihydro-5H-pyrrolo[2,3-c]pyridazin-3-yl)-3-methyl-5-(trifluoromethyl)phenol C1CC12NC[C@@H](CC2)N2CCC1=C2N=NC(=C1)C1=C(C=C(C=C1C)C(F)(F)F)O